C(CCCCCCCCCCCCCCC)C(C(=O)O)(O)C.C(C(O)C)(=O)OCCCCCCCCCCCCCCCC cetyl lactate (cetyl lactate)